ClC1=C(C=O)C=C(C(=C1)Cl)F 2,4-dichloro-5-fluorobenzaldehyde